1-(1-(2-cyclopropylpyrimidin-5-yl)ethyl)-4-oxo-6-(2-(pyrimidin-2-yl)cyclobutyl)-4,5-dihydro-1H-pyrazolo[3,4-d]pyrimidine-3-carbonitrile C1(CC1)C1=NC=C(C=N1)C(C)N1N=C(C2=C1N=C(NC2=O)C2C(CC2)C2=NC=CC=N2)C#N